ClC=1N=C(C2=C(N1)SC(=N2)CCNC(OCC2=CC=CC=C2)=O)NCC2=NC=CC=C2F benzyl (2-(5-chloro-7-(((3-fluoropyridin-2-yl)methyl)amino)thiazolo[5,4-d]pyrimidin-2-yl)ethyl)carbamate